FC1=CC=C(C=C1)CCC(C1=CC=NC=C1)NC [3-(4-fluorophenyl)-1-(4-pyridyl)propyl]-methyl-amine